N-((S)-(3-chloro-4-fluorophenyl)(6-(trifluoromethyl)pyridin-2-yl)methyl)-2,2-dimethyl-3-oxopiperazine-1-carboxamide ClC=1C=C(C=CC1F)[C@H](NC(=O)N1C(C(NCC1)=O)(C)C)C1=NC(=CC=C1)C(F)(F)F